ClC1=NN=C(C=2C=C3C(=CC12)N(C(C3(C)COC)=O)C3CC3)C 8-chloro-1-cyclopropyl-3-(methoxymethyl)-3,5-dimethyl-1H,2H,3H-pyrrolo[2,3-g]phthalazin-2-one